bis(di-tert-butyl-(4-dimethylaminophenyl)phosphino)palladium C(C)(C)(C)P(C1=CC=C(C=C1)N(C)C)(C(C)(C)C)[Pd]P(C(C)(C)C)(C(C)(C)C)C1=CC=C(C=C1)N(C)C